(1S,3'R,4'S,5'S,6'R)-5-Chloro-6-((5-((R)-1-hydroxyethyl)thiophen-2-yl)methyl)-6'-methyl-3',4',5',6'-tetrahydro-3H-spiro[isobenzofuran-1,2'-pyran]-3',4',5'-triol ClC=1C=C2CO[C@]3(O[C@@H]([C@H]([C@@H]([C@H]3O)O)O)C)C2=CC1CC=1SC(=CC1)[C@@H](C)O